6-((methylsulfonyl)oxy)-2-azaspiro[3.4]octane-2-carboxylate CS(=O)(=O)OC1CC2(CN(C2)C(=O)[O-])CC1